(Z)-7-(4-chloro-2-fluorophenyl)-5-((2S,6R)-2-(1-cyclopropyl-1H-pyrazol-4-yl)-6-methylmorpholino)-2-(methylimino)thiazolo[4,5-d]pyrimidin ClC1=CC(=C(C=C1)C=1C2=C(N=C(N1)N1C[C@@H](O[C@@H](C1)C)C=1C=NN(C1)C1CC1)N/C(/S2)=N/C)F